OC=1C(NC(=CC1C(=O)OCC)C)=O ethyl 3-hydroxy-6-methyl-2-oxo-1H-pyridine-4-carboxylate